methyl 3-(1,4-dimethyl-1H-benzo[d][1,2,3]triazol-5-yl)-3-(3-(((R)-2-ethyl-10-methyl-2,3-dihydro-[1,4]oxazepino[7,6-b]quinolin-4(5H)-yl)methyl)-4-methylphenyl)-2,2-dimethylpropanoate CN1N=NC2=C1C=CC(=C2C)C(C(C(=O)OC)(C)C)C2=CC(=C(C=C2)C)CN2C[C@H](OC1=NC3=C(C=CC=C3C=C1C2)C)CC